N1-(5-(tert-butyl)-[1,1'-biphenyl]-2-yl)-N3,N3-diphenylbenzene-1,3-diamine C(C)(C)(C)C=1C=CC(=C(C1)C1=CC=CC=C1)NC1=CC(=CC=C1)N(C1=CC=CC=C1)C1=CC=CC=C1